C1(=CC=CC=C1)C=1NC=C(N1)C=O 2-PHENYL-1H-IMIDAZOLE-4-CARBALDEHYDE